3-[5-[(2R)-3-[2-(4-bromophenyl)-2,6-diazaspiro[3.3]heptan-6-yl]-2-hydroxy-propoxy]-1-oxo-isoindolin-2-yl]piperidine-2,6-dione BrC1=CC=C(C=C1)N1CC2(C1)CN(C2)C[C@H](COC=2C=C1CN(C(C1=CC2)=O)C2C(NC(CC2)=O)=O)O